4-(1-(2-Methoxy-3-methylpyridin-4-yl)-1H-imidazol-4-yl)-N-(1-(methylsulfonyl)piperidin-4-yl)-5-(trifluoromethyl)pyrimidin-2-amine COC1=NC=CC(=C1C)N1C=NC(=C1)C1=NC(=NC=C1C(F)(F)F)NC1CCN(CC1)S(=O)(=O)C